5-[4-(5-chlorooxazolo[4,5-b]pyridin-2-yl)piperazine-1-carbonyl]-2-[2-(2,2-dimethylpropyl)triazol-4-yl]benzonitrile ClC1=CC=C2C(=N1)N=C(O2)N2CCN(CC2)C(=O)C=2C=CC(=C(C#N)C2)C2=NN(N=C2)CC(C)(C)C